1-(9-ethyl-6-(2-methylbenzoyl)-9H-carbazol-3-yl)ethanone C(C)N1C2=CC=C(C=C2C=2C=C(C=CC12)C(C)=O)C(C1=C(C=CC=C1)C)=O